CC1([C@H](C2=CC=C(C=C2CC1)C1=CC=C(C=C1)CCC)NC(O[C@@H]1CN2CCC1CC2)=O)C (S)-quinuclidin-3-yl ((R)-2,2-dimethyl-6-(4-propylphenyl)-1,2,3,4-tetrahydronaphthalen-1-yl)carbamate